NC=1N=CC(=NC1OC(C)C1=C(C(=CC=C1Cl)F)Cl)C=1C=C(C(=O)NCCCN2CCCC2)C=CC1 3-{5-amino-6-[1-(2,6-dichloro-3-fluoro-phenyl)-ethoxy]-pyrazin-2-yl}-N-(3-pyrrolidin-1-yl-propyl)-benzamide